C(CC)C1=C(NC(=C1C(=O)N)C=1C=NC=CC1)C1=CC=C(C=C1)C(F)(F)F propyl-5-(pyridin-3-yl)-2-(4-(trifluoromethyl)phenyl)Azole-4-carboxamide